OCC1=NC=C(C=N1)NC(O[C@H](C)[C@H](C)OC1=C(C=C2C(=N1)SC(=N2)C=2C=C(C=C1C=C(C=NC21)OC)C)F)=O (2R,3S)-3-((6-fluoro-2-(3-methoxy-6-methylquinolin-8-yl)thiazolo[5,4-b]pyridin-5-yl)oxy)butan-2-yl (2-(hydroxymethyl)pyrimidin-5-yl)carbamate